CC1=CC=CC(=N1)C1=NC(=C2N=CNC2=N1)NC1=C2C(=NC=C1)C=CO2 N-[2-(6-methylpyridin-2-yl)-9H-purin-6-yl]-furo[3,2-b]pyridin-7-amine